(S)-8-ethoxy-N-(pyrrolidin-3-yl)Quinoline-5-amine hydrochloride Cl.C(C)OC1=CC=C(C=2C=CC=NC12)N[C@@H]1CNCC1